(2S)-2-((E)-3-([1,1'-biphenyl]-4-yl)acrylamido)-4,4-difluoro-N,3-dihydroxy-3-methylbutanamide C1(=CC=C(C=C1)/C=C/C(=O)N[C@H](C(=O)NO)C(C(F)F)(C)O)C1=CC=CC=C1